[IH2+].OCCN1CC=CC=C1 1-(2-hydroxyethyl)-pyridine iodonium salt